C1CN(C[C@H]1N)C2=CC=C(C3=NON=C23)[N+](=O)[O-] (S)-(+)-4-(3-Amino-pyrrolidino)-7-nitrobenzofurazan